N1=CC=C(C=C1)C1=CC=C(C=C1)C1(C2C=CC(=C(C=3C=CC(=CC4=CC=C(N4)C(=C4C=CC1=N4)C4=CC=C(C=C4)C4=CC=NC=C4)N3)C3=CC=C(C=C3)C3=CC=NC=C3)N2)C2=CC=C(C=C2)C2=CC=NC=C2 15,10,15,20-tetrakis(4-(4-pyridyl)phenyl)porphyrin